(2S,4R)-methyl-1-((S)-2-((tert-butoxycarbonyl)amino)-3,3-dimethylbutanoyl)-4-hydroxypyrrolidine-2-carboxylate COC(=O)[C@H]1N(C[C@@H](C1)O)C([C@H](C(C)(C)C)NC(=O)OC(C)(C)C)=O